2-[2-(3-azidoazetidin-1-yl)ethoxy]-5-bromo-pyrimidine N(=[N+]=[N-])C1CN(C1)CCOC1=NC=C(C=N1)Br